C(C)(C)(C)OC(NCC1CCC(CC1)COC1=CC=C(C=C1)[N+](=O)[O-])=O tert-butyl(((1r,4r)-4-((4-nitrophenoxy)methyl)cyclohexyl)methyl)carbamate